(2S)-N-(4-(benzylamino)-3,4-dioxo-1-((S)-2-oxopyrrolidin-3-yl)butan-2-yl)-1-(1H-indole-2-carbonyl)-4,4-dimethylpiperidine-2-carboxamide C(C1=CC=CC=C1)NC(C(C(C[C@H]1C(NCC1)=O)NC(=O)[C@H]1N(CCC(C1)(C)C)C(=O)C=1NC2=CC=CC=C2C1)=O)=O